N-((1R,7S,8r)-4-azabicyclo[5.1.0]oct-8-yl)acetamide, trifluoroacetate salt FC(C(=O)O)(F)F.[C@H]12CCNCC[C@@H]2C1NC(C)=O